C1(C2C(C(O1)=O)C1C3=CC4=C(C(OC4=O)=O)C=C3C2C1)=O 3a,4,10,10a-tetrahydro-1H,3H-4,10-methanonaphtho[2,3-c:6,7-c']difuran-1,3,6,8-tetraone